C(C[C@H]1[C@@H](C\C=C/C\C=C/CCCCCCCC)O1)O (3S,4R,6Z,9Z)-3,4-epoxy-6,9-octadecadienol